4-[[(2S,3R,4S,5S)-3-[2-(Cyclobutoxy)-3,4-difluorophenyl]-4,5-dimethyl-5-(trifluoromethyl)tetrahydrofuran-2-carbonyl]amino]pyridin-2-carboxamid C1(CCC1)OC1=C(C=CC(=C1F)F)[C@@H]1[C@H](O[C@@]([C@H]1C)(C(F)(F)F)C)C(=O)NC1=CC(=NC=C1)C(=O)N